1-methoxy-4-(5-phenylpent-4-en-1-yn-1-yl)benzene COC1=CC=C(C=C1)C#CCC=CC1=CC=CC=C1